3-methyl-4-oxo-4,5-dihydro-3H-pyrazolo[3,4-c]quinoline-7-carboxylic acid methyl ester COC(=O)C=1C=CC=2C3=C(C(NC2C1)=O)N(N=C3)C